6-(1-(3,3-difluoropyrrolidin-1-yl)ethyl)-2-(3-(3-((4-methyl-4H-1,2,4-triazol-3-yl)methyl)oxetan-3-yl)phenyl)-4-(trifluoromethyl)isoindolin-1-one FC1(CN(CC1)C(C)C1=CC(=C2CN(C(C2=C1)=O)C1=CC(=CC=C1)C1(COC1)CC1=NN=CN1C)C(F)(F)F)F